6-((1H-pyrazol-5-yl)methyl)-2-((cyclopropylmethyl)amino)-1'-(2-fluorobenzyl)-5,6-dihydro-7H-spiro[pyrido[4,3-d]pyrimidin-8,3'-pyrrolidin]-7-one N1N=CC=C1CN1CC2=C(N=C(N=C2)NCC2CC2)C2(CN(CC2)CC2=C(C=CC=C2)F)C1=O